C(C)(=O)OCCOC 2-methoxyethyl acetate